N-(4-fluoro-4-methylcyclohexyl)-2-(1-methyl-1H-pyrazol-4-yl)thiazole FC1(CCC(CC1)N1C(SC=C1)C=1C=NN(C1)C)C